N2-[7-(2-amino-7-fluoro-1,3-benzothiazol-4-yl)-6-chloro-8-fluoro-quinazolin-4-yl]-N1-methyl-propane-1,2-diamine NC=1SC2=C(N1)C(=CC=C2F)C2=C(C=C1C(=NC=NC1=C2F)NC(CNC)C)Cl